OC=1C=C(C=CC1)[N-]O 3-hydroxyphenylhydroxyamide